tert-butyl N-methyl-N-[3-oxo-1-(2-oxoethyl)propyl]carbamate CN(C(OC(C)(C)C)=O)C(CC=O)CC=O